C1(=CC=CC2=CC=CC=C12)C1C(CC1)C(CC)=O 1-(2-(Naphthalen-1-yl)cyclobutyl)propan-1-one